BrC1=C(C(=C2N(C1=O)C(CN2)C(=O)O)C2=CC(=CC=C2)C(F)(F)F)CC2=CC=CC1=CC=CC=C21 6-bromo-7-(naphthalen-1-ylmethyl)-5-oxo-8-(3-(trifluoromethyl)phenyl)-1,2,3,5-tetrahydroimidazo[1,2-a]pyridine-3-carboxylic acid